N,N'-octylenebismethacrylamide C(CCCCCCCNC(C(=C)C)=O)NC(C(=C)C)=O